2-(5-(2-(1-(3,4-difluorophenyl)-6-oxopiperidin-2-yl)-5-(3,5-dimethylisoxazol-4-yl)-1H-benzo[d]imidazol-1-yl)-1,2,4-thiadiazol-3-yl)-N-methylacetamide FC=1C=C(C=CC1F)N1C(CCCC1=O)C1=NC2=C(N1C1=NC(=NS1)CC(=O)NC)C=CC(=C2)C=2C(=NOC2C)C